2-chloro-N-[3-(3-chloro-4-cyano-phenoxy)-2,2,4,4-tetramethyl-cyclobutyl]pyrimidine-5-carboxamide ClC1=NC=C(C=N1)C(=O)NC1C(C(C1(C)C)OC1=CC(=C(C=C1)C#N)Cl)(C)C